The molecule is a member of the class of chromenes that is 2H-1-benzopyran-7-ol acetate substituted by methyl groups at positions 2 and 2, an ethyl group at position 4 and a 4-methoxyphenyl group at position 3 respectively. It is a member of chromenes, a monomethoxybenzene and an acetate ester. CCC1=C(C(OC2=C1C=CC(=C2)OC(=O)C)(C)C)C3=CC=C(C=C3)OC